2,3-Bis((1-(oxetan-3-yl)tetrazol-5-yl)thio)quinoxaline O1CC(C1)N1N=NN=C1SC1=NC2=CC=CC=C2N=C1SC1=NN=NN1C1COC1